N1C=CC2=CC=CC(=C12)C=1CCN(CC1)C(=O)OC(C)(C)C tert-butyl 4-(1H-indol-7-yl)-3,6-dihydro-2H-pyridine-1-carboxylate